C(C)OC1=NC(=CC=C1)C#C[Si](C)(C)C 2-ethoxy-6-[2-(trimethylsilyl)ethynyl]pyridine